2-cyclohexyl-2-(3,3-dibromopropyl)-1,3-dimethoxypropane C1(CCCCC1)C(COC)(COC)CCC(Br)Br